[I-].OCC[N+](C)(C)C Choline Iodide